tert-butyl (S)-(1-(5-(bicyclo[1.1.1]pentan-1-ylcarbamoyl)-3-(3,5-difluorophenyl)-2-methylpyridin-4-yl)-3-methylpyrrolidin-3-yl)carbamate C12(CC(C1)C2)NC(=O)C=2C(=C(C(=NC2)C)C2=CC(=CC(=C2)F)F)N2C[C@@](CC2)(C)NC(OC(C)(C)C)=O